(S)-1-(O-methyl-N-(2-oxo-4-(o-tolyl)-2H-chromen-7-yl)-seryl)piperidine-3-carboxylic acid COC[C@H](NC1=CC=C2C(=CC(OC2=C1)=O)C1=C(C=CC=C1)C)C(=O)N1C[C@H](CCC1)C(=O)O